bis-isocyanatobenzene N(=C=O)C1=C(C=CC=C1)N=C=O